The molecule is a steroid sulfate obtained by the formal condensation of hydroxy group at position 21 of cortisol with sulfuric acid. It has a role as a human metabolite. It is a steroid sulfate, an 11beta-hydroxy steroid, a 17alpha-hydroxy steroid, a 20-oxo steroid, a 3-oxo-Delta(4) steroid, a tertiary alpha-hydroxy ketone and a cortisol ester. It is a conjugate acid of a cortisol 21-sulfate(1-). C[C@]12CCC(=O)C=C1CC[C@@H]3[C@@H]2[C@H](C[C@]4([C@H]3CC[C@@]4(C(=O)COS(=O)(=O)O)O)C)O